The molecule is a member of the class of hydroxyisoflavans that is isoflavan-4,7-diol which is substituted by a hydroxy group at the 2' position and by a methylenedioxy group at the 4'-5' positions (the R,R stereoisomer). It is a member of hydroxyisoflavans and a member of benzodioxoles. C1[C@H]([C@H](C2=C(O1)C=C(C=C2)O)O)C3=CC4=C(C=C3O)OCO4